[N+](=O)([O-])C1=CC=C(C=C1)[C@@H](CC(C1=CC=CC=C1)=O)[C@]1(C(NC2=CC=CC=C12)=O)N1NC(C=C1)=O |r| (+-)-(S)-3-((R)-1-(4-nitrophenyl)-3-oxo-3-phenylpropyl)-3-(3-oxo-2,3-dihydro-1H-pyrazol-1-yl)indolin-2-one